1,4-Octadien C=CCC=CCCC